C1(CCC1)C1=CC=2C(=CN=CC2)N1C 2-cyclobutyl-1-methyl-1H-pyrrolo[2,3-c]pyridine